(2-((2-chlorophenyl)amino)-2-oxoethyl)-1H-indole-3-carboxamide ClC1=C(C=CC=C1)NC(CN1C=C(C2=CC=CC=C12)C(=O)N)=O